[Si](C1=CC=CC=C1)(C1=CC=CC=C1)(C(C)(C)C)OCC(CN[C@@H](CC1=CNC2=CC(=CC=C12)C(F)(F)F)C)(F)F (R)-3-((tert-Butyldiphenylsilyl)oxy)-2,2-difluoro-N-(1-(6-trifluoromethyl-1H-indol-3-yl)propan-2-yl)propan-1-amine